N-(tert-butyl)-3-((6-chloro-1-(tetrahydro-2H-pyran-2-yl)-1H-pyrazolo[3,4-d]pyrimidin-4-yl)amino)benzenesulfonamide C(C)(C)(C)NS(=O)(=O)C1=CC(=CC=C1)NC1=C2C(=NC(=N1)Cl)N(N=C2)C2OCCCC2